N-((3R,4R)-3-fluoro-1-(oxetan-3-yl-3-d)piperidin-4-yl)-4-methoxy-5-(1-(2,2,2-trifluoroethyl)-1H-benzo[d][1,2,3]triazol-6-yl)pyrrolo[2,1-f][1,2,4]triazin-2-amine F[C@@H]1CN(CC[C@H]1NC1=NN2C(C(=N1)OC)=C(C=C2)C=2C=CC1=C(N(N=N1)CC(F)(F)F)C2)C2(COC2)[2H]